Benzyl ((S)-(4,4-difluorocyclohexyl)(5-((R)-2-hydroxy-1-((S)-2-oxo-4-(trifluoromethyl)-imidazolidin-1-yl)ethyl)benzo[d]oxazol-2-yl)methyl)carbamate FC1(CCC(CC1)[C@@H](C=1OC2=C(N1)C=C(C=C2)[C@H](CO)N2C(N[C@@H](C2)C(F)(F)F)=O)NC(OCC2=CC=CC=C2)=O)F